3-(2-Chloroethyl)-1-(4-methoxybenzyl)-3,4-dihydro-quinolin-2(1H)-one ClCCC1C(N(C2=CC=CC=C2C1)CC1=CC=C(C=C1)OC)=O